C(CCCCCCCC)(=O)OCCO ethylene glycol pelargonate